C(C)(C)(C)C1CCCC(C1)C(C)(C)C 3,5-di-tert-butylcyclohexane